C1(=CC=CC2=CC=CC=C12)CC1=NN(C2=NC=NC(=C21)N)C2CCOCC2 3-(naphthalen-1-ylmethyl)-1-(tetrahydro-2H-pyran-4-yl)-1H-pyrazolo[3,4-d]pyrimidin-4-amine